Cl.NCC1=CN=C(S1)C1=CC=C(OCCCN(C)C)C=C1 3-(4-(5-(aminomethyl)thiazol-2-yl)phenoxy)-N,N-dimethylpropan-1-amine hydrochloride